C1(C=2C(=CC=C1)N=C1C=CC=3C=4C=CC=CC4CC3C12)=O indolofluorenone